BrC=1N=C2C(NC=NC2=NC1)=O 6-bromopteridine-4(3H)-one